C(C)(C)(C)[C@]1(N(CCN(C1)CCOC1=C(C=C(C=C1)NC(C(=O)OC)(C)C)CC)C(=O)OCCNCCN(C)C)C 2-[2-(dimethylamino)ethylamino]ethanol (R)-tert-butyl-4-(2-(2-ethyl-4-((1-methoxy-2-methyl-1-oxopropan-2-yl)amino)phenoxy)ethyl)-2-methylpiperazine-1-carboxylate